Cl.NCC1=CC=C(C(=O)NCC2=CC=C(C=C2)OCCC(=O)N2C[C@@H](C(C2)=O)O)C=C1 (S)-4-(aminomethyl)-N-(4-(3-(3-hydroxy-4-oxopyrrolidin-1-yl)-3-oxopropoxy)benzyl)benzamide hydrochloride